5-cyclopropyl-2-methyl-pyrazole-3-sulfonyl chloride C1(CC1)C=1C=C(N(N1)C)S(=O)(=O)Cl